[Fe].C1(=CC=CC1)P(C1=CC=CC=C1)C1=CC=CC=C1.C1(=CC=CC1)P(C1=CC=CC=C1)C1=CC=CC=C1 bis((cyclopentadien-1-yl)diphenylphosphine) iron